nitromethane-13C [N+](=O)([O-])[13CH3]